pyrido[1,2-a]pyrazine-2-carboxylate C1=C2N(C=CN1C(=O)[O-])C=CC=C2